(Tetrahydro-2H-pyran-2-yl)(4-((trimethylsilyl)ethynyl)-3,6-dihydropyridin-1(2H)-yl)methanone O1C(CCCC1)C(=O)N1CCC(=CC1)C#C[Si](C)(C)C